4-(3-chloro-2-fluorophenyl)-5-fluoro-2-[5-(hydroxymethyl)pyridin-2-yl]-4-methyl-3,4-dihydro-2,7-naphthyridin-1(2H)-one, methanesulfonic acid salt CS(=O)(=O)O.ClC=1C(=C(C=CC1)C1(CN(C(C2=CN=CC(=C12)F)=O)C1=NC=C(C=C1)CO)C)F